C1(CC1)C1=NOC(=N1)C(N1C[C@@H](N(C[C@H]1COC)C(=O)OC(C)(C)C)C)C1=CC=C(C=C1)F tert-butyl (2S,5S)-4-((3-cyclopropyl-1,2,4-oxadiazol-5-yl)(4-fluorophenyl)methyl)-5-(methoxymethyl)-2-methylpiperazine-1-carboxylate